BrC=1C=C2C(=CN(C2=CC1)C\C=C\[C@H]1NCCC[C@@H]1O)C(=O)N(C)C 5-bromo-1-((E)-3-((2R,3S)-3-hydroxypiperidin-2-yl)allyl)-N,N-dimethyl-1H-indole-3-carboxamide